C(=O)C1=C(C=C(C=C1)NC(C)=O)C N-(4-FORMYL-3-METHYLPHENYL)ACETAMIDE